2-Cyclopropyl-5-(7-fluoro-1-isopropyl-2-methyl-1H-benzo[d]imidazol-6-yl)-7H-pyrrolo[2,3-d]pyrimidine C1(CC1)C=1N=CC2=C(N1)NC=C2C=2C=CC1=C(N(C(=N1)C)C(C)C)C2F